C(#N)C1=CC=CC2=CC=C(C=C12)C#N 1,7-dicyano-naphthalene